dimethyl-4,4'-biphenyldicarboxylate COC(=O)C1=CC=C(C=C1)C1=CC=C(C=C1)C(=O)OC